The molecule is an optically active form of selenocystathionine in which both amino acid residues have L-configuration. It is a tautomer of a L-selenocystathionine zwitterion. C(C[Se]C[C@@H](C(=O)O)N)[C@@H](C(=O)O)N